ethanamidine C(C)(=N)N